6-((2-butyloctyl)oxy)-6-oxohexan-1-aminium 4-methylbenzenesulfonate CC1=CC=C(C=C1)S(=O)(=O)[O-].C(CCC)C(COC(CCCCC[NH3+])=O)CCCCCC